FC1=CC(=C2N(CC=3N(C2=C1)N=C(N3)C)C)NC3=CC(=NC=C3C(=O)NC([2H])([2H])[2H])NC(=O)NC 4-((8-fluoro-2,5-dimethyl-4,5-dihydro-[1,2,4]triazolo[1,5-a]quinoxalin-6-yl)amino)-N-(methyl-d3)-6-(3-methylureido)nicotinamide